N-((5-chloro-6-(2-methylthiazol-4-yl)-1H-indol-2-yl)methyl)acetamide ClC=1C=C2C=C(NC2=CC1C=1N=C(SC1)C)CNC(C)=O